tert-butyl (5-(5-cyano-4-(1,3-dimethyl-1H-pyrazol-4-yl)-6-((((2-methoxyethyl)thio)methyl)thio)pyridin-2-yl)pyrimidin-2-yl)carbamate C(#N)C=1C(=CC(=NC1SCSCCOC)C=1C=NC(=NC1)NC(OC(C)(C)C)=O)C=1C(=NN(C1)C)C